CC1=NC=C(C(=C1O)C(=O)O)C=O The molecule is a pyridinemonocarboxylic acid that is pyridine-4-carboxylic acid substituted by a methyl group, hydroxy group and formyl group at positions 2,3 and 5, respectively. It is a pyridinecarbaldehyde, a monohydroxypyridine, a pyridinemonocarboxylic acid and a member of methylpyridines. It is a conjugate acid of a 5-formyl-3-hydroxy-2-methylpyridine-4-carboxylate.